C(C(C)C)N(C(NCC1=C(N=NN1C)C1=CC=C(C(=N1)C)O[C@@H]1C[C@H](CCC1)C(=O)O)=O)C (1S,3S)-3-((6-(5-((3-isobutyl-3-methylureido)methyl)-1-methyl-1H-1,2,3-triazol-4-yl)-2-methylpyridin-3-yl)oxy)cyclohexane-1-carboxylic acid